(S)-3-(3-(benzyloxy)phenyl)-3-cyclopropylpropanoyl chloride C(C1=CC=CC=C1)OC=1C=C(C=CC1)[C@@H](CC(=O)Cl)C1CC1